COC=1C=C(C=C(C1)OC)C1=CC2=C(N=C(N=C2)SC)C(O1)=O 6-(3,5-dimethoxyphenyl)-2-(methylthio)-8H-pyrano[3,4-d]pyrimidin-8-one